FC1[C@H](C[C@@]2(CC[C@@H]1N2)C)C(=C)C2=CC=C(N=N2)C2=C(C=C(C=C2)N2C=NC=C2)O 2-(6-(1-((1S,3R,5S,5R)-4-fluoro-1-methyl-8-azabicyclo[3.2.1]octan-3-yl)vinyl)pyridazin-3-yl)-5-(1H-imidazol-1-yl)phenol